tert-butyl (R)-3-(2-(3-(1-aminoethyl)-2-fluorophenyl)-2,2-difluoroethyl)azetidine-1-carboxylate N[C@H](C)C=1C(=C(C=CC1)C(CC1CN(C1)C(=O)OC(C)(C)C)(F)F)F